(4S)-4-phenyl-N-[(3S)-5-methyl-4-oxo-2,3-dihydro-1,5-benzoxazepine-3-yl]-6,7-dihydro-4H-pyrazolo[5,1-c][1,4]Oxazine-2-carboxamide C1(=CC=CC=C1)[C@@H]1OCCN2C1=CC(=N2)C(=O)N[C@H]2COC1=C(N(C2=O)C)C=CC=C1